BrC=1C=C2C=C(N=NC2=C(C1)OC)NC(OC(C)(C)C)=O tert-butyl (6-bromo-8-methoxycinnolin-3-yl)carbamate